1-(3-(benzo[d][1,3]dioxol-5-yl)-6-(3-methoxypropyl)pyrazin-2-yl)piperidine-4-carboxylic acid ethyl ester C(C)OC(=O)C1CCN(CC1)C1=NC(=CN=C1C1=CC2=C(OCO2)C=C1)CCCOC